difluoro(1,3-dioxole) FC1=C(OCO1)F